COCC1(CCC(CC1)C=1C(=NN2C1CN(CC2)C(=O)C2(CC2)OC)CN(CCNC)C)COC (3-(4,4-bis(methoxymethyl)-cyclohexyl)-2-((methyl(2-(methylamino)ethyl)amino)-methyl)-6,7-dihydropyrazolo-[1,5-a]pyrazin-5(4H)-yl)(1-methoxycyclopropyl)-methanone